C1(CC1)OC1=C(C(=C(C(=C1F)F)F)F)S(=O)(=O)N1CC(CCC1)N1N=C(C=2C1=NC=NC2N)C2=CC=C(C=C2)OC2=CC=CC=C2 1-(1-((2-cyclopropoxy-3,4,5,6-tetrafluorophenyl)sulfonyl)piperidin-3-yl)-3-(4-phenoxyphenyl)-1H-pyrazolo[3,4-D]Pyrimidin-4-amine